FC(C(=O)O)(C(=O)C=1OC=C(C1)C1=CNC2=CC(=CC=C12)F)F 2,2-difluoro-3-(4-(6-fluoro-1H-indol-3-yl)furan-2-yl)-3-oxopropanoic acid